[Ru](Cl)Cl.C(C1=CC=CC=C1)=C1C(C(CCC1)P(C1CCCCC1)C1CCCCC1)=C1N(CCN1C1=C(C=C(C=C1C)C)C)C1=C(C=C(C=C1C)C)C benzylidene(1,3-dimesitylimidazolidin-2-ylidene)(tricyclohexylphosphine) ruthenium dichloride